FC1=CC=C(C=C1)[C@@H]1N(CCC2=CC=CC=C12)C(=O)[C@@H]1C[C@@H]([C@H](CO1)NC(OC(C)(C)C)=O)O tert-butyl ((3S,4S,6S)-6-((S)-1-(4-fluorophenyl)-1,2,3,4-tetrahydroisoquinoline-2-carbonyl)-4-hydroxytetrahydro-2H-pyran-3-yl)carbamate